N1=CC(=CC=C1)C(C(C=1C=NC=CC1)C1=C(C2=CC=CC=C2C(=C1)C(=O)O)C(=O)O)C1=C(C2=CC=CC=C2C(=C1)C(=O)O)C(=O)O.[Zn] zinc (trans-1,2-bis(3-pyridyl)-ethylene)-bis(1,4-naphthalenedicarboxylic acid)